C(C)(C)(C)C1=CC=C(C=C1)[Si](CC)(CC)CC 4-(tert-butyl)phenyltriethylsilane